N1N[C@@H](CCC1)C(=O)OCC(C)C 2-methylpropyl (3S)-1,2-diazinane-3-carboxylate